(3R)-3-(4-chlorophenyl)-2-[(5-chloropyrimidin-2-yl)methyl]-4-fluoro-6-[(1S)-1-hydroxy-1-(piperidin-4-yl)propyl]-3-[(3S)-oxolan-3-yloxy]-2,3-dihydro-1H-isoindol-1-one ClC1=CC=C(C=C1)[C@@]1(N(C(C2=CC(=CC(=C12)F)[C@](CC)(C1CCNCC1)O)=O)CC1=NC=C(C=N1)Cl)O[C@@H]1COCC1